C1(=CC=CC=C1)S(=O)(=O)N1[C@@H](CCC1)C(=O)N[C@@H](CC1=CC=C(C=C1)OC(=O)N1CCCC1)C(=O)O N-(Benzene-sulfonyl)-L-prolyl-L-O-(1-Pyrrolidinylcarbonyl)tyrosine